C1([C@@H](O)[C@@H](O)[C@H](O)[C@H](O1)CO)C1=C(C=CC=C1)N=C=S D-Mannopyranosylphenyl isothiocyanate